4-benzyl-2-ethyl-6-(trifluoromethyl)morpholin-3-one C(C1=CC=CC=C1)N1C(C(OC(C1)C(F)(F)F)CC)=O